6-(5-(4-(1H-1,2,3-triazol-5-yl)piperidin-1-yl)-1,3,4-oxadiazol-2-yl)-N-(2,3-dihydro-1H-inden-2-yl)pyridazin-3-amine N1N=NC=C1C1CCN(CC1)C1=NN=C(O1)C1=CC=C(N=N1)NC1CC2=CC=CC=C2C1